1-phenoxy-2,4-pentanedione calcium [Ca].O(C1=CC=CC=C1)CC(CC(C)=O)=O